4-[4-[[2-[2-[tert-butoxycarbonyl(cyclopropylmethyl)amino]-4-pyridyl]oxazole-4-carbonyl]amino]-3-(difluoromethyl)pyrazol-1-yl]-2-fluoro-benzoic acid C(C)(C)(C)OC(=O)N(C1=NC=CC(=C1)C=1OC=C(N1)C(=O)NC=1C(=NN(C1)C1=CC(=C(C(=O)O)C=C1)F)C(F)F)CC1CC1